(1S,3R)-1-(1,3-benzodioxolane-5-yl)-2-(chloroacetyl)-2,3,4,9-tetrahydro-1H-pyrido[3,4-B]indole-3-carboxylic acid methyl ester COC(=O)[C@H]1CC2=C(NC3=CC=CC=C23)[C@@H](N1C(CCl)=O)C1=CC2=C(OCO2)C=C1